IS=N iodosulfimide